FC1(CCN(CC1)C(=O)C1=C(N(C2=NC=CC=C21)C2=CC=C(C=C2)C2=NOC(=N2)C)CCC(C)(C)O)F (4,4-difluoropiperidin-1-yl)(2-(3-hydroxy-3-methylbutyl)-1-(4-(5-methyl-1,2,4-oxadiazol-3-yl)phenyl)-1H-pyrrolo[2,3-b]pyridin-3-yl)methanone